CC1=CCC(CC1)(C=C)C 1,4-dimethyl-4-vinylcyclohexene